4-cyclopropyl-3-(2-methylindazol-4-yl)-N-[2-(trifluoromethyl)pyridin-4-yl]-1,2-thiazole-5-carboxamide C1(CC1)C=1C(=NSC1C(=O)NC1=CC(=NC=C1)C(F)(F)F)C=1C2=CN(N=C2C=CC1)C